CCCCCCCCCC(=O)OC(=O)CCCCCCCCC n-capric anhydride